(R)-2-((1s,4S)-4-(6-fluoroquinolin-4-yl)cyclohexyl)-N-(piperidin-4-yl)propanamide FC=1C=C2C(=CC=NC2=CC1)C1CCC(CC1)[C@H](C(=O)NC1CCNCC1)C